ClC1=C(C=CC=C1)N1CCN(CC1)C1=C(C(OC(=C1)C1=CC=C(C=C1)C)=O)C#N 4-(4-(2-chlorophenyl)piperazin-1-yl)-2-oxo-6-(p-tolyl)-2H-pyran-3-carbonitrile